FC1=C(C(=CC=C1)OC)CC1=NC2=C(N1)C=CC(=C2)C(=O)O 2-[(2-Fluoro-6-methoxy-phenyl)methyl]-1H-benzimidazole-5-carboxylic acid